ClC=1C(=C(C(=O)ON=C(C)C2=CC=CC=C2)C(=CC1)Cl)OC acetophenone O-(3,6-dichloro-2-methoxybenzoyl) oxime